O7-[2-(hydroxymethyl)-3-[7-[(Z)-oct-3-enoxy]-7-oxo-heptanoyl]oxy-2-[[7-[(Z)-oct-3-enoxy]-7-oxo-heptanoyl]oxymethyl]propyl] O1-[(Z)-oct-3-enyl] heptanedioate C(CCCCCC(=O)OCC(COC(CCCCCC(=O)OCC\C=C/CCCC)=O)(COC(CCCCCC(=O)OCC\C=C/CCCC)=O)CO)(=O)OCC\C=C/CCCC